BrC=1C=C(C=CC1OC(C)C)CNC1=NC(=NC(=C1C#N)C=1OC=CC1)C 4-[(3-bromo-4-isopropoxy-phenyl)methylamino]-6-(2-furyl)-2-methyl-pyrimidine-5-carbonitrile